NC=1N=C(SC1C(=O)C=1C=NC(=CC1)OC(F)F)N([C@@H](C(=O)N)C)C=1C=NC(=CC1)OC(F)(F)F |r| rac-2-[[4-amino-5-[6-(difluoromethoxy)pyridine-3-carbonyl]thiazol-2-yl]-[6-(trifluoromethoxy)-3-pyridyl]amino]propanamide